BrC1=CC(=C2C(N(C(C2=C1)=O)CC1=NC=C(C=C1)Cl)(O)C1=CC=C(C=C1)Cl)Cl 6-bromo-4-chloro-3-(4-chlorophenyl)-2-[(5-chloropyridin-2-yl)methyl]-3-hydroxy-2,3-dihydro-1H-isoindol-1-one